6-{[2,4-Difluoro-3-(7-morpholin-4-yl-quinazolin-4-yl)-phenyl]hydroxy-methyl}-2-methyl-2H-pyridazin-3-one FC1=C(C=CC(=C1C1=NC=NC2=CC(=CC=C12)N1CCOCC1)F)C(C=1C=CC(N(N1)C)=O)O